[Cl-].[Cl-].C[SiH](C)[Zr+2](C1C=C(C2=CC=3CCCC3C=C12)C(C)CCC)C1C=C(C2=CC=CC=C12)C Dimethylsilyl-(3-methyl-indenyl)(3-(2-pentyl)-1,5,6,7-tetrahydro-s-indacenyl)zirconium dichloride